NC=1C(=CC2=C(N=C(O2)N2CCOCC2)C1)C=O 5-amino-2-morpholinyl-benzo[d]oxazole-6-carbaldehyde